ClC=1C2=C(N=CN1)N(C=C2C2OCC2O)C (4-chloro-7-methyl-7H-pyrrolo[2,3-d]pyrimidin-5-yl)oxetan-3-ol